CC=1C=C(C=CC1C)CC(=O)[O-] 3,4-Dimethylphenylacetate